BrC=1C=C(C(=NC1)NC(=S)NC(OCC)=O)C(NC(C)C)=O Ethyl ({5-bromo-3-[(propan-2-yl)carbamoyl]pyridin-2-yl}carbamothioyl)carbamate